potassium cobalt aluminum zinc [Zn].[Al].[Co].[K]